N1=CC(=CC=C1)C1(CNC1)O 3-(pyridin-3-yl)azetidin-3-ol